4-[[(1S,2S)-2-[2-azabicyclo[2.2.2]octan-2-yl]-4,6-dichloro-2,3-dihydro-1H-inden-1-yl]oxy]benzene C12N(CC(CC1)CC2)[C@@H]2[C@H](C1=CC(=CC(=C1C2)Cl)Cl)OC2=CC=CC=C2